ClC1=C(C#N)C(=CC=C1)N1N=CC(=C1)C1=CN(C(C=C1C=1C=NC(=NC1)N(C)C)=O)C 2-chloro-6-(4-(4-(2-(dimethylamino)pyrimidin-5-yl)-1-methyl-6-oxo-1,6-dihydropyridin-3-yl)-1H-pyrazol-1-yl)benzonitrile